FC(C1=C(C=C2CCCN(C2=C1)C1=NN(C2=C1CN(CC2)C(C)=O)C2CCN(CC2)C2C(CNCC2)(F)F)C=2C=NN(C2)C)F 1-[3-[7-(difluoromethyl)-6-(1-methylpyrazol-4-yl)-3,4-dihydro-2H-quinolin-1-yl]-1-[1-(3,3-difluoro-4-piperidyl)-4-piperidyl]-6,7-dihydro-4H-pyrazolo[4,3-c]pyridin-5-yl]ethanone